C[Si](C)(C)C#CC1=C(C(=C(C(=C1C#C[Si](C)(C)C)C#C[Si](C)(C)C)C#C[Si](C)(C)C)C#C[Si](C)(C)C)C#C[Si](C)(C)C hexa(trimethylsilyl-ethynyl)benzene